S(=O)(=O)(O)O.CC1=C2C(=C(C(=NC2=CC=C1)C)C)C tetramethylquinoline sulfate